tert-butyl 4-(2-hydroxyethyl)-2,2-dimethylpiperidine-1-carboxylate OCCC1CC(N(CC1)C(=O)OC(C)(C)C)(C)C